2,2'-[(4-aminophenyl)imino]bisethanol NC1=CC=C(C=C1)N(CCO)CCO